4-Imidazol-1-yl-but-2-enoic acid [4-(3-chloro-4-fluoro-phenylamino)-7-methoxy-quinazolin-6-yl]amide ClC=1C=C(C=CC1F)NC1=NC=NC2=CC(=C(C=C12)NC(C=CCN1C=NC=C1)=O)OC